(R)-7-(5-chloro-2-(thiazol-2-ylamino)pyridin-4-yl)-2-(5-fluoro-2-(hydroxymethyl)benzyl)-3-(methoxymethyl)-3,4-dihydropyrrolo[1,2-a]pyrazin-1(2H)-one ClC=1C(=CC(=NC1)NC=1SC=CN1)C=1C=C2N(C[C@@H](N(C2=O)CC2=C(C=CC(=C2)F)CO)COC)C1